tert-butyl N-[4-[(2-methyl-5-nitro-phenyl)sulfonylamino]butyl]carbamate CC1=C(C=C(C=C1)[N+](=O)[O-])S(=O)(=O)NCCCCNC(OC(C)(C)C)=O